tert-butyl (2R,3S)-3-(benzyl(methyl)amino)-2-methylpyrrolidine-1-carboxylate C(C1=CC=CC=C1)N([C@@H]1[C@H](N(CC1)C(=O)OC(C)(C)C)C)C